FC1(CCN(CC1)C1=NC(=CC(=N1)NC(C1=C(C=C(C=C1)NS(=O)(=O)[C@@H](CF)CO)N1CCC2(CC2)CC1)=O)C)F (R)-N-(2-(4,4-Difluoropiperidin-1-yl)-6-methylpyrimidin-4-yl)-4-((2-fluoro-1-(hydroxymethyl)ethyl)sulfonamido)-2-(6-azaspiro[2.5]octan-6-yl)benzamide